N-[9-[(2R,6S)-6-[[bis(4-methoxyphenyl)-phenyl-methoxy]methyl]-6-(hydroxymethyl)-4-isopropyl-morpholin-2-yl]purin-6-yl]benzamide COC1=CC=C(C=C1)C(OC[C@@]1(O[C@H](CN(C1)C(C)C)N1C2=NC=NC(=C2N=C1)NC(C1=CC=CC=C1)=O)CO)(C1=CC=CC=C1)C1=CC=C(C=C1)OC